9-azido-9-deoxy-N-acetylneuraminic acid N(=[N+]=[N-])C[C@H]([C@H]([C@H]1[C@@H]([C@H](CC(C(O)=O)(O)O1)O)NC(C)=O)O)O